1-benzyl-4-(benzylamino)-5-methylpyrimidin-2(1H)-one C(C1=CC=CC=C1)N1C(N=C(C(=C1)C)NCC1=CC=CC=C1)=O